2,3-dihydroxybutyrate OC(C(=O)[O-])C(C)O